5-((2-fluorobenzyl)oxy)-N-(3-(hydroxymethyl)-2-oxopyrrolidin-3-yl)-2-methylbenzofuran-3-carboxamide FC1=C(COC=2C=CC3=C(C(=C(O3)C)C(=O)NC3(C(NCC3)=O)CO)C2)C=CC=C1